C1(=C(C=CC=C1)N=C=NC1=C(C(=CC=C1)C)C)N=C=NC1=C(C(=CC=C1)C)C phenylene-bis(xylylcarbodiimide)